2-(7-((2S,5R)-2,5-dimethyl-4-((S)-1-(quinoxalin-6-yl)ethyl)piperazin-1-yl)-4-methyl-5-oxo-3-(trifluoromethyl)-4,5-dihydro-1H-pyrazolo[4,3-b]pyridin-1-yl)acetonitrile C[C@@H]1N(C[C@H](N(C1)[C@@H](C)C=1C=C2N=CC=NC2=CC1)C)C=1C2=C(N(C(C1)=O)C)C(=NN2CC#N)C(F)(F)F